[1-[4-(1-(4-hydroxyphenyl)-1-methylethyl)phenyl]ethylene]bisphenol OC1=CC=C(C=C1)C(C)(C)C1=CC=C(C=C1)C(CC1=C(C=CC=C1)O)C1=C(C=CC=C1)O